n-methyl-5-(4-(pyridin-4-ylmethyl)piperazin-1-yl)-7-(trifluoromethyl)thieno[3,2-b]pyridine-3-carboxamide CNC(=O)C1=CSC=2C1=NC(=CC2C(F)(F)F)N2CCN(CC2)CC2=CC=NC=C2